tris(tertbutyl)aluminum C(C)(C)(C)[Al](C(C)(C)C)C(C)(C)C